BrC=1C=NC(=NC1)CN1CCN(CC1)C(=O)OC(C)(C)C tert-butyl 4-((5-bromopyrimidin-2-yl)methyl)piperazine-1-carboxylate